N-(2-((R)-4-Cyanothiazolidin-3-yl)-2-oxoethyl)-6-((RS)-3,3-difluoro-4-hydroxypyrrolidin-1-yl)quinoline-4-carboxamide C(#N)[C@H]1N(CSC1)C(CNC(=O)C1=CC=NC2=CC=C(C=C12)N1CC([C@@H](C1)O)(F)F)=O |&1:25|